benzyl (R)-4-(4-(4-(1-(5-(tert-butyl)-1,2,4-oxadiazole-3-carboxamido)ethyl)-2-fluoro-3-methylphenyl)-6-methyl-9H-pyrimido[4,5-b]indol-7-yl)piperazine-1-carboxylate C(C)(C)(C)C1=NC(=NO1)C(=O)N[C@H](C)C1=C(C(=C(C=C1)C1=NC=NC=2NC3=CC(=C(C=C3C21)C)N2CCN(CC2)C(=O)OCC2=CC=CC=C2)F)C